3-(5-(1-Methyl-5-(tetrahydro-2H-pyran-4-yl)-1H-pyrazol-3-yl)-1-oxoisoindolin-2-yl)piperidine-2,6-dione CN1N=C(C=C1C1CCOCC1)C=1C=C2CN(C(C2=CC1)=O)C1C(NC(CC1)=O)=O